1,3-bis(1-isobutoxyprop-1-en-2-yl)benzene C(C(C)C)OC=C(C)C1=CC(=CC=C1)C(=COCC(C)C)C